1-vinyl-3-methylimidazole tetrafluoroborate salt F[B-](F)(F)F.C(=C)N1CN(C=C1)C